N(=[N+]=[N-])[C@H](C(=O)N1[C@@H](C[C@H](C1)O)C(=O)N[C@@H](CO)C1=CC=C(C=C1)C1=C(C(=CC=C1F)F)F)C(C)C (2S,4R)-1-[(2S)-2-azido-3-methyl-butanoyl]-4-hydroxy-N-[(1R)-2-hydroxy-1-[4-(2,3,6-trifluorophenyl)phenyl]ethyl]pyrrolidine-2-carboxamide